ClC1=C(C(=C(C=C1)NC=1N(C2=NC(=NC=C2N1)NC1CCOCC1)C1CCC(CC1)C(=O)N)C)F (1s,4s)-4-(8-(4-chloro-3-fluoro-2-methylphenylamino)-2-(tetrahydro-2H-pyran-4-ylamino)-9H-purin-9-yl)cyclohexanecarboxamide